(S)-2-amino-2-((1r,4S)-4-methylcyclohexyl)-N-(4-(7-oxo-6,7-dihydro-1H-pyrrolo[2,3-c]pyridin-4-yl)phenyl)acetamide hydrochloride Cl.N[C@H](C(=O)NC1=CC=C(C=C1)C=1C2=C(C(NC1)=O)NC=C2)C2CCC(CC2)C